nitronic acid [N+](O)([O-])=C